7-bromo-5-(4-(trifluoromethyl)phenyl)-1,2,3,4-tetrahydroisoquinoline BrC1=CC(=C2CCNCC2=C1)C1=CC=C(C=C1)C(F)(F)F